2-[1-[2,6-difluoro-4-(6-propylsulfanyl-2-pyridyl)phenyl]-4-piperidyl]acetic acid FC1=C(C(=CC(=C1)C1=NC(=CC=C1)SCCC)F)N1CCC(CC1)CC(=O)O